NC1=CC(=C(C=C1)C(=O)N1CCN(CC1)CC(F)(F)F)OCC (4-amino-2-ethoxyphenyl)(4-(2,2,2-trifluoroethyl)piperazin-1-yl)methanone